2-[4-[(E)-3-(4-Propoxyphenyl)prop-2-enoyl]phenoxy]acetic acid C(CC)OC1=CC=C(C=C1)/C=C/C(=O)C1=CC=C(OCC(=O)O)C=C1